CC1=CC(=CC(=N1)C(CC(=O)C1=C2C(C(=N1)C(=O)N)=CC=C2)C(CCCCC)=O)C(F)(F)F (1S,3aR,6aS)-2-(6-methyl-4-(trifluoromethyl)pyridin-2-yl)-3-oxooctanecarbonyl-cyclopenta[c]pyrrole-1-carboxamide